C(N)(=O)C1=CC(N(C=C1)COC1=CC=CC(N1)=O)=O 6-((4-carbamoyl-2-oxopyridin-1(2H)-yl)methoxy)pyridin-2-one